O1C(=CC=C1)C1=NN2C(N=C(C=C2)N)=C1C1=CC=NC=C1 2-(2-furyl)-3-(4-pyridyl)pyrazolo[1,5-a]pyrimidin-5-amine